BrCC1OCCOC1 2-(bromomethyl)-1,4-dioxane